C1(CC1)C1=NNC2=CC=C(C=C12)C1=CN=C2N1C=C(C=C2)N2C[C@@H](O[C@@H](C2)C)C (2S,6R)-4-(3-(3-cyclopropyl-1H-indazol-5-yl)imidazo[1,2-a]pyridin-6-yl)-2,6-dimethylmorpholine